NC=1C=C2C=CCC2=CC1C(CCl)=O (5-amino-1H-inden-6-yl)-2-chloroethan-1-one